(E)-t-butyl-1,2-ethylenediamine C(C)(C)(C)NCCN